6-(2-chloro-4-methylphenyl)-2-(pyrimidin-2-yl)-7,8-dihydro-phthalazin-1(2H)-one ClC1=C(C=CC(=C1)C)C1=CC=2C=NN(C(C2CC1)=O)C1=NC=CC=N1